BrC=1C=C2C=C(C(=NC2=CC1)OC)C(C(CCN(C)C)(O)C1=CC(=NC(=C1)OC)OC)C1=C(C(=CC=C1)OC)F 1-(6-bromo-2-methoxyquinolin-3-yl)-2-(2,6-dimethoxypyridin-4-yl)-4-(dimethylamino)-1-(2-fluoro-3-methoxyphenyl)butan-2-ol